CN1C(=NC=C1)C(=O)NC(CCC(C(=O)N)=O)C(=O)N 5-(1-methyl-1H-imidazol-2-carboxamido)-2-oxohexandiamid